Piperazine-1,3-dicarboxylic acid 1-tert-butyl 3-methyl ester COC(=O)C1CN(CCN1)C(=O)OC(C)(C)C